C1(CC1)COC1=C(C=CC(=N1)C(=O)NC(C(=O)OCCCF)(CC)CC)N1CC(C1)OC 3-fluoropropyl 2-{[6-(cyclopropylmethoxy)-5-(3-methoxyazetidin-1-yl)pyridine-2-carbonyl] amino}-2-ethylbutanoate